3-(3-(4-((2,6-difluoropyridin-4-yl)methyl)benzyl)isoxazol-5-yl)pyridin-2-amine FC1=NC(=CC(=C1)CC1=CC=C(CC2=NOC(=C2)C=2C(=NC=CC2)N)C=C1)F